F[C@H]1CN2CCC([C@@]2(C1)C(=O)OCC)=C ethyl (6R,7aS)-6-fluoro-1-methylenetetrahydro-1H-pyrrolizin-7a(5H)-carboxylate